C(C)C(C(=O)[O-])CCCC.C(CCCCCCC)[Sn+2]CCCCCCCC.C(C)C(C(=O)[O-])CCCC dioctyltin 2-ethylhexanoate